FC=1C=C(C=2C3=C(NC2C1)C(=NC(=N3)C)N(C)C)F 7,9-difluoro-N,N,2-trimethyl-5H-pyrimido[5,4-b]indol-4-amine